CN1N=CC(=C1)C1=CC=C2C(=N1)C(=CS2)C=2C=C1C=NC=NC1=CC2 5-(1-methyl-1H-pyrazol-4-yl)-3-(quinazolin-6-yl)thieno[3,2-b]pyridine